(S)-(4,4-Difluorocyclohexyl){5-[(1S)-3,3-difluoro-1-{[(1S)-2,2,2-trifluoro-1-methyl-ethyl]carbamoyl}propyl]-4-fluoro-1H-benzimidazol-2-yl}methyl-4-methyl-1,2,5-oxadiazole-3-carboxamide FC1(CCC(CC1)N(C(=O)C1=NON=C1C)CC1=NC2=C(N1)C=CC(=C2F)[C@H](CC(F)F)C(N[C@H](C(F)(F)F)C)=O)F